(5-(4-(6-chloro-5-fluoroindolin-1-yl)quinazolin-6-yl)pyridin-3-yl)(3-(dimethylamino)azetidin-1-yl)methanone ClC1=C(C=C2CCN(C2=C1)C1=NC=NC2=CC=C(C=C12)C=1C=C(C=NC1)C(=O)N1CC(C1)N(C)C)F